N1=CC=CC=2CNCC21 6,7-dihydro-5H-pyrido[3,2-c]pyrrole